C1(CC1)C[C@@H](C(N[C@@H](C[C@H]1C(NCC1)=O)C(COC(F)(F)F)=O)=O)NC(=O)C=1OC(=NN1)C1=CC=C(C=C1)F N-((S)-3-cyclopropyl-1-oxo-1-(((S)-3-oxo-1-((S)-2-oxopyrrolidin-3-yl)-4-(trifluoromethoxy)butan-2-yl)amino)propan-2-yl)-5-(4-fluorophenyl)-1,3,4-oxadiazole-2-carboxamide